S-Methyl butanethioate C(CCC)(SC)=O